(3-Chloro-2,4-dimethyl-5,7-dihydro-6H-pyrrolo[3,4-b]pyridin-6-yl)(3-chloro-4-fluorophenyl)methanone ClC=1C(=C2C(=NC1C)CN(C2)C(=O)C2=CC(=C(C=C2)F)Cl)C